NC1=C(C=C(C=C1)N1CCOCC1)OC (4-amino-3-methoxyphenyl)(morpholin)